NCCC#CC1=CC(=C(C(=O)OC)C=C1)C#CCN methyl 4-(4-aminobut-1-yn-1-yl)-2-(3-aminoprop-1-yn-1-yl)benzoate